COC(CNC(=O)C1=CC=C(C2=CC=CC=C12)C1=NOC(C1)(C(F)(F)F)C1=CC(=C(C(=C1)Cl)F)Cl)=O N-[[4-[5-(3,5-dichloro-4-fluorophenyl)-4,5-dihydro-5-(trifluoromethyl)-3-isoxazolyl]-1-naphthalenyl]carbonyl]glycine methyl ester